N-((2-Bromobenzo[d]thiazol-5-yl)methyl)-4,4-difluorocyclohexan-1-amine BrC=1SC2=C(N1)C=C(C=C2)CNC2CCC(CC2)(F)F